ClC1=CNC=2N=C(N=C(C21)NC2CCCC2)NC2=C(C=C(C=C2)C2=CC=NN2C)OC 5-chloro-N4-cyclopentyl-N2-(2-methoxy-4-(1-methyl-1H-pyrazol-5-yl)phenyl)-7H-pyrrolo[2,3-d]pyrimidine-2,4-diamine